COC(C)C1=C(C=C(C#N)C=C1)[N+](=O)[O-] 4-(1-methoxyethyl)-3-nitrobenzonitrile